ClC1=NC(=NC(=C1)C1=C(C=CC=C1C)C)NS(=O)(=O)C=1C=C(C(=O)N2[C@@H](CN(CC2)C(=O)OC(C)(C)C)CO)C=CC1 tert-butyl (3S)-4-[3-[[4-chloro-6-(2,6-dimethylphenyl)pyrimidin-2-yl]sulfamoyl]benzoyl]-3-(hydroxymethyl)piperazine-1-carboxylate